hydrazonoimidazole N(N)=C1N=CC=N1